2-((5-(5-(difluoromethyl)-1,3,4-oxadiazol-2-yl)pyridin-2-yl)methyl)-7-(3,6-dihydro-2H-thiopyran-4-yl)-4,4-dimethylisoquinoline-1,3(2H,4H)-dione FC(C1=NN=C(O1)C=1C=CC(=NC1)CN1C(C2=CC(=CC=C2C(C1=O)(C)C)C=1CCSCC1)=O)F